5-(1-(Cyclobutylmethyl)-2,6-dioxo-8-(3-(trifluoromethyl)phenethyl)-1,2,6,7-tetrahydro-3H-purin-3-yl)pentanoic acid C1(CCC1)CN1C(N(C=2N=C(NC2C1=O)CCC1=CC(=CC=C1)C(F)(F)F)CCCCC(=O)O)=O